1-methyl-N-[(2-methylprop-2-yl)diphenylsilyl]-1-oxo-λ6-sulfanimine CS(=N[Si](C1=CC=CC=C1)(C1=CC=CC=C1)C(C)(C)C)=O